ClC=1C2=C(N=CN1)NC(C2C)=O 4-chloro-5-methyl-5H-pyrrolo[2,3-d]Pyrimidine-6(7H)-one